Tert-butyl (E)-2-bromo-4-(2-(6-((2-(2-hydroxyethoxy)ethyl)(methyl)amino)-5-isopropylbenzo[d]thiazol-2-yl)vinyl)phenyl carbonate C(OC(C)(C)C)(OC1=C(C=C(C=C1)\C=C\C=1SC2=C(N1)C=C(C(=C2)N(C)CCOCCO)C(C)C)Br)=O